8-bromo-6-chloropyrido[3,2-d]pyrimidin-4(3H)-one BrC1=CC(=NC2=C1N=CNC2=O)Cl